α-(n-octanesulfonyloxyimino)-4-methoxybenzyl cyanide C(CCCCCCC)S(=O)(=O)ON=C(C1=CC=C(C=C1)OC)C#N